N-(ethylsulfonyl)benzamide [4,5-Diacetyloxy-6-[4-(3-oxo-3-phenylprop-1-enyl)phenoxy]-3-[3,4,5-triacetyloxy-6-(acetyloxymethyl)oxan-2-yl]oxyoxan-2-yl]methyl-acetate C(C)(=O)OC1C(C(OC(C1OC(C)=O)OC1=CC=C(C=C1)C=CC(C1=CC=CC=C1)=O)COC(C)=O)OC1OC(C(C(C1OC(C)=O)OC(C)=O)OC(C)=O)COC(C)=O.C(C)S(=O)(=O)NC(C1=CC=CC=C1)=O